BrC[C@H](COC)NC(OC(C)(C)C)=O tert-butyl N-[(2S)-1-bromo-3-methoxypropan-2-yl]carbamate